N1(C=NC=C1)C(COC)C=1NC(=NN1)C=1N(C2=C(C(=C(C=C2C1N1C=NC=C1)OC)Cl)F)C 2-(5-(1-(1H-imidazol-1-yl)-2-methoxyethyl)-4H-1,2,4-triazol-3-yl)-6-chloro-7-fluoro-3-(1H-imidazol-1-yl)-5-methoxy-1-methyl-1H-indole